1-(5-chloro-2-methoxy-4-methyl-3-(pyridin-3-yl)phenyl)ethan-1-ol ClC=1C(=C(C(=C(C1)C(C)O)OC)C=1C=NC=CC1)C